CC1=CC(=NN1CC(F)(F)F)NC(=O)[C@H]1N(C[C@@H](C1)F)C(=O)OC(C)(C)C tert-Butyl (2S,4R)-2-((5-methyl-1-(2,2,2-trifluoroethyl)-1H-pyrazol-3-yl)carbamoyl)-4-fluoropyrrolidine-1-carboxylate